tert-butyl-4-(((6-(4-methylpiperazin-1-yl)-1-(3-morpholinopropyl)-1H-indazol-4-yl)amino)methyl)piperidine-1-carboxylate C(C)(C)(C)OC(=O)N1CCC(CC1)CNC1=C2C=NN(C2=CC(=C1)N1CCN(CC1)C)CCCN1CCOCC1